(R)-N-((R)-1'-(6-amino-5-((2-chloro-3-(oxazol-2-yl)phenyl)sulfanyl)pyrazine-2-yl)-3H-spiro[benzofuran-2,4'-piperidin]-3-yl)-2-methylpropane-2-sulfinamide NC1=C(N=CC(=N1)N1CCC2(CC1)OC1=C([C@H]2N[S@](=O)C(C)(C)C)C=CC=C1)SC1=C(C(=CC=C1)C=1OC=CN1)Cl